CC1=C(OC(C(=O)O)(C)C)C=CC(=C1C)CN1CCN(CC1)CC1=C(C=C(C=C1)C(F)(F)F)C 2-(2,3-Dimethyl-4-((4-(2-methyl-4-(trifluoromethyl)benzyl)piperazin-1-yl)methyl)phenoxy)-2-methylpropanoic acid